C(C)(C)NC(O[C@@H]1CO[C@@H](C1)C=1C=NC(=NC1)N)=O (3S,5S)-5-(2-aminopyrimidin-5-yl)tetrahydrofuran-3-yl isopropylcarbamate